tert-Butyl (R)-(1-(1-methyl-7-nitro-1H-indazol-3-yl)piperidin-3-yl)carbamate CN1N=C(C2=CC=CC(=C12)[N+](=O)[O-])N1C[C@@H](CCC1)NC(OC(C)(C)C)=O